Ethoxytoluol C(C)OC1=C(C=CC=C1)C